ClC1=CC=C(C(=N1)C(=O)N)O[C@H](C)C=1C=C(C=C2C(C(=C(OC12)C=1C=NN(C1)C1CC1)C)=O)C 6-Chloro-3-[(1R)-1-[2-(1-cyclopropylpyrazol-4-yl)-3,6-dimethyl-4-oxo-chromen-8-yl]ethoxy]pyridine-2-carboxamide